C(CCCC)(=O)N pentanamid